1,1-bis(3-bromo-5-tert-butyl-4-hydroxyphenyl)cyclohexane 2-(6-bromopyridin-2-yl)tetrahydro-2H-pyran-4-yl-methanesulfonate BrC1=CC=CC(=N1)C1OCCC(C1)CS(=O)(=O)O.BrC=1C=C(C=C(C1O)C(C)(C)C)C1(CCCCC1)C1=CC(=C(C(=C1)C(C)(C)C)O)Br